dimethyl-silanediyl(4-(4-(tert-butyl)phenyl)-2-isopropyl-1H-inden-1-yl)(9H-fluoren-9-yl)zirconium dichloride [Cl-].[Cl-].C[Si](=[Zr+2](C1C2=CC=CC=C2C=2C=CC=CC12)C1C(=CC2=C(C=CC=C12)C1=CC=C(C=C1)C(C)(C)C)C(C)C)C